CN1CC2=C(CC1)C=C(S2)C(=O)O 6-methyl-4,5,6,7-tetrahydrothieno[2,3-c]pyridine-2-carboxylic acid